BrC=1C=CC(=NC1)COC1=NN=C(S1)NC(C1=C(N=CC=C1)N1CCOCC1)=O N-(5-((5-bromopyridin-2-yl)methoxy)-1,3,4-thiadiazol-2-yl)-2-morpholinonicotinamide